2-imino-3-(5,6,7,8-tetrahydronaphthalen-1-yl)thiazolidin-4-one tert-butyl-(6-(2-methyl-4-(4,4,5,5-tetramethyl-1,3,2-dioxaborolan-2-yl)-1H-imidazol-1-yl)hexyl)carbamate C(C)(C)(C)N(C(O)=O)CCCCCCN1C(=NC(=C1)B1OC(C(O1)(C)C)(C)C)C.N=C1SCC(N1C1=CC=CC=2CCCCC12)=O